C(C)(C)(C)OC(=O)N1CCC2(CC(CC2=O)(F)F)CC1 3,3-difluoro-1-oxo-8-azaspiro[4.5]decane-8-carboxylic acid tert-butyl ester